methyl 4-(((1R,3S,5s,7s)-5-hydroxyadamantan-2-yl)(methyl)amino)-1H-pyrrolo[2,3-b]pyridine-5-carboxylate OC12C[C@H]3C([C@H](CC(C1)C3)C2)N(C2=C3C(=NC=C2C(=O)OC)NC=C3)C